Benzyl (4S)-4-ethoxy-2-(4-(methoxycarbonyl)phenyl)piperidine-1-carboxylate C(C)O[C@@H]1CC(N(CC1)C(=O)OCC1=CC=CC=C1)C1=CC=C(C=C1)C(=O)OC